4,4'-Oxybis-[3-(trifluoroMeth-yl)aniline] O(C1=C(C=C(N)C=C1)C(F)(F)F)C1=C(C=C(N)C=C1)C(F)(F)F